6-amino-3-bromo-2-hydroxy-5-(3-methoxy-2,6-dimethyl-phenyl)pyrrolo[2,3-b]Pyrazine-7-carboxamide NC1=C(C=2C(=NC(=C(N2)O)Br)N1C1=C(C(=CC=C1C)OC)C)C(=O)N